N-(1-(Cyanomethyl)cyclobutyl)-2-(2,4-difluoro-3-hydroxy-5-(trifluoromethyl)phenyl)benzo[d]oxazole-5-carboxamide C(#N)CC1(CCC1)NC(=O)C=1C=CC2=C(N=C(O2)C2=C(C(=C(C(=C2)C(F)(F)F)F)O)F)C1